ClC1=CC=C2C(=N1)C(N(S2)C)=O 5-chloro-2-methyl[1,2]thiazolo[4,5-b]pyridin-3(2H)-one